C(C1=CC=CC=C1)NC(=O)C1=CN=C(O1)C1=CC(=CC=C1)C1=CC(=NN1)C(NC(CC)CC)=O N-benzyl-2-(3-(3-(pentan-3-ylcarbamoyl)-1H-pyrazol-5-yl)phenyl)oxazole-5-carboxamide